C(CC)C1=C(N)C=CC=C1C1CCOCC1 2-propyl-3-(tetrahydro-2H-pyran-4-yl)aniline